2-(4-cyclopropylpiperazin-1-yl)-9H-chromeno[2,3-d]thiazol-9-one C1(CC1)N1CCN(CC1)C=1SC2=C(N1)OC=1C=CC=CC1C2=O